N-[(1S)-1-cyano-2-[(3S)-2-oxopyrrolidin-3-yl]ethyl]-3-cyclopropyl-2-(7-oxo-1H-pyrrolo[2,3-c]pyridin-6-yl)propanamide C(#N)[C@H](C[C@H]1C(NCC1)=O)NC(C(CC1CC1)N1C(C2=C(C=C1)C=CN2)=O)=O